(1S,2S)-N-(4-(((6-cyclopropyl-8-(3-methyl-2,4-dioxoimidazolidin-1-yl)imidazo[1,2-a]pyridin-2-yl)methyl)amino)-6-methylpyridin-2-yl)-2-(4-methylpyrimidin-2-yl)cyclopropane-1-carboxamide C1(CC1)C=1C=C(C=2N(C1)C=C(N2)CNC2=CC(=NC(=C2)C)NC(=O)[C@@H]2[C@H](C2)C2=NC=CC(=N2)C)N2C(N(C(C2)=O)C)=O